(2S)-2-[[2-[(1,1-dioxo-3,4-dihydro-2H-thiochromen-6-yl)amino]-5-(5-methyl-1H-pyrazol-3-yl)pyrimidin-4-yl]amino]-2-phenyl-ethanol O=S1(CCCC2=CC(=CC=C12)NC1=NC=C(C(=N1)N[C@H](CO)C1=CC=CC=C1)C1=NNC(=C1)C)=O